(5RS,6RS)-5-{[(3S)-3-Fluoropyrrolidin-1-yl]carbonyl}-2-{[3-fluoro-2-(trifluoromethyl)pyridin-4-yl]methyl}-6-(trifluoromethyl)-5,6,7,8-tetrahydro[1,2,4]triazolo[4,3-a]pyridin-3(2H)-one F[C@@H]1CN(CC1)C(=O)[C@H]1[C@@H](CCC=2N1C(N(N2)CC2=C(C(=NC=C2)C(F)(F)F)F)=O)C(F)(F)F |&1:8,9|